NC=1C(=NON1)C(=NO)NC1=CC(=C(C=C1)F)Br 4-amino-N-(3-bromo-4-fluorophenyl)-N'-hydroxy-1,2,5-oxadiazole-3-formamidine